6-fluoro-7-(2-fluoro-6-hydroxyphenyl)-1-[4-methyl-2-(propan-2-yl)pyridin-3-yl]-4-[(2S)-2-methyl-4-(prop-2-enoyl)piperazin-1-yl]pyrido[2,3-d]pyrimidin-2(1H)-one FC1=CC2=C(N(C(N=C2N2[C@H](CN(CC2)C(C=C)=O)C)=O)C=2C(=NC=CC2C)C(C)C)N=C1C1=C(C=CC=C1O)F